monoisobutylphosphinic acid C(C(C)C)P(O)=O